C1(CC1)C[C@H](NC(OCCOCCOC)=O)C(N[C@H](C(=O)OC)C[C@H]1C(NCC1)=O)=O (11S,14S)-methyl 11-(cyclopropylmethyl)-9,12-dioxo-14-(((S)-2-oxopyrrolidin-3-yl)methyl)-2,5,8-trioxa-10,13-diazapentadecan-15-oate